(S)-2-ethylpiperazine C(C)[C@@H]1NCCNC1